3-(7-(3-benzyloxy-1-naphthyl)-2-(methylsulfinyl)-5,6,7,8-tetrahydropyrido[3,4-d]pyrimidin-4-yl)-3,8-diazabicyclo[3.2.1]octane-8-carboxylic acid benzyl ester C(C1=CC=CC=C1)OC(=O)N1C2CN(CC1CC2)C=2C1=C(N=C(N2)S(=O)C)CN(CC1)C1=CC(=CC2=CC=CC=C12)OCC1=CC=CC=C1